C(C)(C)(C)OC(=O)N1CCC(CC1)C1=CC=C(C=C1)NC1C(NC(CC1)=O)=O.C(C1=CC=CC=C1)N1CC(C(C1)OCC1=CC=CC=C1)(C(F)(F)F)COC 1-benzyl-4-(benzyloxy)-3-(methoxymethyl)-3-(trifluoromethyl)pyrrolidine tert-butyl-4-{4-[(2,6-dioxopiperidin-3-yl)amino]phenyl}piperidine-1-carboxylate